1-(1-acetylindolin-5-yl)-3-(4-(2-chlorophenyl)piperazin-1-yl)propan-1-one C(C)(=O)N1CCC2=CC(=CC=C12)C(CCN1CCN(CC1)C1=C(C=CC=C1)Cl)=O